OC(=O)C(F)(F)F.FC=1C(=NC=NC1)C(=O)O 5-fluoro-pyrimidine-4-carboxylic Acid TFA Salt